ClC1=C(C(=NN1C)C1=NOC(=C1)C)C(=O)N1CC(CCC1)CN(C)CC(C)C (5-Chloro-1-methyl-3-(5-methylisoxazol-3-yl)-1H-pyrazol-4-yl)(3-((isobutyl(methyl)amino)methyl)piperidin-1-yl)methanone